C1(=CC=CC=C1)C1=CC=CC=C1 (E)-1,2-biphenyl